FC1=CC=C(C=C1)[C@H](C(=O)NC1=NC=CC(=C1)C1=C(C2=NC(=CC=C2N1)F)C1=NC=CC=C1)C(C)C (2R)-2-(4-fluorophenyl)-N-{4-[5-fluoro-3-(pyridin-2-yl)-1H-pyrrolo[3,2-b]pyridin-2-yl]pyridin-2-yl}-3-methylbutanamide